Methyl 5-(4-((tert-butoxycarbonyl)amino)-1-methyl-1H-pyrrole-2-carboxamido)benzo[b]thiophene-2-carboxylate C(C)(C)(C)OC(=O)NC=1C=C(N(C1)C)C(=O)NC1=CC2=C(SC(=C2)C(=O)OC)C=C1